4,4'-bis({4-anilino-6-[bis(2-hydroxyethyl)amino]-1,3,5-triazin-2-yl}amino)stilbene-2,2'-disulfonic acid N(C1=CC=CC=C1)C1=NC(=NC(=N1)N(CCO)CCO)NC=1C=C(C(=CC1)C=CC=1C(=CC(=CC1)NC1=NC(=NC(=N1)NC1=CC=CC=C1)N(CCO)CCO)S(=O)(=O)O)S(=O)(=O)O